2-([1,1'-biphenyl]-4-yl)-4-(thiophen-2-ylmethylene)oxazol-5(4H)-one C1(=CC=C(C=C1)C=1OC(C(N1)=CC=1SC=CC1)=O)C1=CC=CC=C1